(R)-6'-fluoro-4'-hydroxy-N-((2-methylfuran-3-yl)methyl)-3',4'-dihydro-1'h-spiro[piperidine-4,2'-quinoline]-1-carboxamide FC=1C=C2[C@@H](CC3(NC2=CC1)CCN(CC3)C(=O)NCC3=C(OC=C3)C)O